ClC1=C(C=CC=C1)C=1N=C(N(C1CC(C)C)C)C(=O)N[C@H](CC(=O)N(C=1SC=CN1)C)CCN1CC(CCC1)(F)F (3S)-3-{[4-(2-chlorophenyl)-1-methyl-5-(2-methylpropyl)-1H-imidazol-2-yl]formamido}-5-(3,3-difluoropiperidin-1-yl)-N-methyl-N-(1,3-thiazol-2-yl)pentanamide